2-amino-8-(3-hydroxyphenyl)-6-(5-methyl-4-prop-2-enoyl-2,3-dihydroquinoxalin-1-yl)pyrido[2,3-d]pyrimidin-7-one NC=1N=CC2=C(N1)N(C(C(=C2)N2CCN(C1=C(C=CC=C21)C)C(C=C)=O)=O)C2=CC(=CC=C2)O